thiophenetriide S1[C-]=[C-][C-]=C1